2-(4-(4-(2,2,2-trifluoroethoxy)benzyl)piperazin-1-carbonyl-6-((5-(3-(4-(trifluoromethyl)phenyl)-1,2,4-oxadiazol-5-yl)pyrazin-2-yl)oxy)-1H-indol-1-yl)propan-1-one FC(COC1=CC=C(CN2CCN(CC2)C(=O)C=2N(C3=CC(=CC=C3C2)OC2=NC=C(N=C2)C2=NC(=NO2)C2=CC=C(C=C2)C(F)(F)F)C(C=O)C)C=C1)(F)F